(3R)-3-{3-[3-(4-{2-[ethyl(isopropyl)carbamoyl]-4-fluorophenyl}-1-methyl-1H-indazol-6-yl)azetidin-1-yl]-4-methylpentyl}morpholine-4-carboxylic acid tert-butyl ester C(C)(C)(C)OC(=O)N1[C@@H](COCC1)CCC(C(C)C)N1CC(C1)C1=CC(=C2C=NN(C2=C1)C)C1=C(C=C(C=C1)F)C(N(C(C)C)CC)=O